dodecandiol diacrylate C(C=C)(=O)OC(CCCCCCCCCCC)OC(C=C)=O